tetradec-2,12-diene-1,14-diol C(C=CCCCCCCCCC=CCO)O